methyl 2-fluoro-4-[(1-methoxy-1-oxobutan-2-yl) amino]-5-nitrobenzoate FC1=C(C(=O)OC)C=C(C(=C1)NC(C(=O)OC)CC)[N+](=O)[O-]